N-(5-(3,5-difluorobenzyl)-1H-indazol-3-yl)-4-(4-(3-((2,6-dioxopiperidin-3-yl)amino)benzyl)piperazin-1-yl)-2-((tetrahydro-2H-pyran-4-yl)amino)benzamide FC=1C=C(CC=2C=C3C(=NNC3=CC2)NC(C2=C(C=C(C=C2)N2CCN(CC2)CC2=CC(=CC=C2)NC2C(NC(CC2)=O)=O)NC2CCOCC2)=O)C=C(C1)F